4-((4-cyanophenyl)sulfonamido)-1-methyl-3-(tetrahydro-2H-pyran-4-yl)-1H-pyrazole-5-carboxylic acid C(#N)C1=CC=C(C=C1)S(=O)(=O)NC=1C(=NN(C1C(=O)O)C)C1CCOCC1